(5-chloro-2,4-difluoro-phenyl)boronic acid ClC=1C(=CC(=C(C1)B(O)O)F)F